caprolactone 2-(methacryloyloxy)ethyl-methacrylate C(C(=C)C)(=O)OCCOC(C(=C)C)=O.C1(CCCCCO1)=O